tert-butyl ((1r,4r)-4-(((2-chloro-4-(2,6-dimethylmorpholino)phenyl)amino)methyl)cyclohexyl)carbamate ClC1=C(C=CC(=C1)N1CC(OC(C1)C)C)NCC1CCC(CC1)NC(OC(C)(C)C)=O